19-hydroxyandrosta-4-ene-3,17-dione OC[C@]12CCC(C=C1CC[C@H]1[C@@H]3CCC([C@@]3(C)CC[C@H]21)=O)=O